C(C1=CC=CC=C1)OC(=O)N1CCC(C1)CC (cis)-N-benzyloxycarbonyl-4-ethylpyrrolidine